2-[1-[(4-ethylphenyl)methyl]-5-oxopyrrolidin-2-yl]-N-methylsulfonylacetamide C(C)C1=CC=C(C=C1)CN1C(CCC1=O)CC(=O)NS(=O)(=O)C